ethyl 5-(1-phenylcyclopropyl)-1H-imidazole-2-carboxylate C1(=CC=CC=C1)C1(CC1)C1=CN=C(N1)C(=O)OCC